FC1=C(C=C(C=C1)NC(=O)C1=C(N(C(=C1C)C(C(=O)N[C@H]1[C@@H](COCC1)O)=O)C)C)C N-(4-fluoro-3-methylphenyl)-5-(2-(((3S,4R)-3-hydroxytetrahydro-2H-pyran-4-yl)amino)-2-oxoacetyl)-1,2,4-trimethyl-1H-pyrrole-3-carboxamide